(S)-N-(1-((3-fluoro-4-(3-methyl-1H-pyrazol-4-yl)phenyl)amino)-1-oxo-3,3-diphenylpropan-2-yl)-1-methyl-1H-pyrazole-5-carboxamide FC=1C=C(C=CC1C=1C(=NNC1)C)NC([C@H](C(C1=CC=CC=C1)C1=CC=CC=C1)NC(=O)C1=CC=NN1C)=O